4-(trifluoromethyl)benzamide-2,3,6-d3 FC(C1=C(C(=C(C(=O)N)C(=C1)[2H])[2H])[2H])(F)F